COBALT SELENIDE [Co]=[Se]